CN(C)[Si](C)(C)N(C)C di(dimethylamino)dimethylsilane